CC(CC)OC1C(CCCC1)CN1C=[N+](C=C1)CC1C(CCCC1)OC(CC)C 1,3-bis{[2-(1-methylpropoxy)cyclohex-1-yl]methyl}imidazolium